C(CCCCCCCCCCCCCCCCCCCCCCCCCCC)(=O)O[C@H](CO)COP(=O)(O)OCC[N+](C)(C)C 2-octacosanoyl-sn-glycero-3-phosphorylcholine